C12(CC3CC(CC(C1)C3)C2)CN2N=CC(=C2C)C2=CN=C(C(=C2C(=O)OC)OCC2=CC=C(C=C2)OC)Cl methyl 5-(1-(adamantan-1-ylmethyl)-5-methyl-1H-pyrazol-4-yl)-2-chloro-3-((4-methoxybenzyl)oxy)isonicotinate